6-(difluoromethyl)-8-(6-(2-fluoro-2-methylpropyl)-6-azaspiro[3.4]octan-2-yl)-N-(1-(methylsulfonyl)piperidin-4-yl)quinazolin-2-amine FC(C=1C=C2C=NC(=NC2=C(C1)C1CC2(C1)CN(CC2)CC(C)(C)F)NC2CCN(CC2)S(=O)(=O)C)F